C(C#C)OCCC(=O)O 3-(prop-2-yn-1-yloxy)propionic acid